6-(benzyloxy)benzofuran-3(2H)-one C(C1=CC=CC=C1)OC1=CC2=C(C(CO2)=O)C=C1